COC1=C(C=C2C3=C(N(C2=C1)C)C(=NC=C3)C)C=3C=NC=CC3 7-methoxy-1,9-dimethyl-6-(pyridin-3-yl)-9H-pyrido[3,4-b]indole